CC(=CCC/C(=C/CC[C@@]1([C@H](CC=C2[C@H]1CC3=C(C=CC(=C3)C(=O)O)OC2)Br)C)/C)C The molecule is a dibenzooxepine diterpenoid that is hexahydrodibenzo[b,e]oxepine with an isolated double bond between positions 6a and 7 and is substituted by a bromo, a carboxy, a 3E-4,8-dimethylnona-3,7-dien-1-yl and a methyl group at positions 9, 2, 10 and 10 respectively (the 9S,10S,10aR stereoisomer). It is isolated from the Fijian red alga Callophycus serratus and exhibits antibacterial, antimalarial and anticancer activities. It has a role as a metabolite, an antibacterial agent, an antimalarial and an antineoplastic agent. It is a member of benzoic acids, an organobromine compound, a cyclic ether, a diterpenoid and a dibenzooxepine.